2-((2-(2,3-dihydrobenzo[e][1,4]oxazepin-1(5H)-yl)-2-oxoethyl)amino)-4,6-bis(trifluoromethyl)nicotinonitrile N1(CCOCC2=C1C=CC=C2)C(CNC2=C(C#N)C(=CC(=N2)C(F)(F)F)C(F)(F)F)=O